(2-(((1R,5S,6s)-3-azabicyclo[3.1.0]hexan-6-yl)oxy)-6-(4-fluorophenyl)pyridin-4-yl)-2-aminopropanamide [C@@H]12CNC[C@H]2C1OC1=NC(=CC(=C1)C(C(=O)N)(C)N)C1=CC=C(C=C1)F